FC(C=1C(=C(C=CC1)[C@@H](C)NC=1C=2C(N=C(N1)C)=C(C(N(C2)C2(CC2)CF)=O)C=2C(=NOC2C)C)F)F (R)-4-((1-(3-(difluoromethyl)-2-fluorophenyl)ethyl)amino)-8-(3,5-dimethylisoxazol-4-yl)-6-(1-(fluoromethyl)cyclopropyl)-2-methylpyrido[4,3-d]pyrimidine-7(6H)-one